CC(C)=O methyl-ethanone